5-chloro-3-(2-(3-(4-methoxyphenyl)-4-oxothiazolidin-2-ylidene)hydrazono)indol-2-one ClC=1C=C2C(C(NC2=CC1)=O)=NN=C1SCC(N1C1=CC=C(C=C1)OC)=O